N1=CC=C(C=C1)CCC1=CC=NC=C1 1,2-di(pyridine-4-yl)ethane